(R)-5-(dimethylamino)-6-({4-[imino(methyl)oxo-λ6-sulfanyl]phenyl}methyl)-7-methylimidazo[1,2-a]pyridine-8-carbonitrile CN(C1=C(C(=C(C=2N1C=CN2)C#N)C)CC2=CC=C(C=C2)[S@](=O)(C)=N)C